FC(C1=C(C=C(C=C1)F)B(O)O)F (2-(difluoromethyl)-5-fluorophenyl)boronic acid